O[C@H](C)C1=NC=2C(=C3C(=NC2)N(C=C3)S(=O)(=O)C3=CC=CC=C3)N1[C@@H]1CN(CC1)C(C(=O)NCC(F)(F)F)C 2-((S)-3-(2-((R)-1-Hydroxyethyl)-6-(benzenesulfonyl)imidazo[4,5-d]pyrrolo[2,3-b]pyridin-1(6H)-yl)pyrrolidin-1-yl)-N-(2,2,2-trifluoroethyl)propionamide